6-[(3S,4R)-4-(3-cyanophenoxy)-3-fluoropiperidin-1-yl]-5-methyl-N-(pyridin-4-ylmethyl)pyridazine-3-carboxamide C(#N)C=1C=C(O[C@H]2[C@H](CN(CC2)C2=C(C=C(N=N2)C(=O)NCC2=CC=NC=C2)C)F)C=CC1